4-[2-methyl-4-[5-methyl-3-(4-pyridyl)-1H-pyrazol-4-yl]phenyl]morpholine CC1=C(C=CC(=C1)C=1C(=NNC1C)C1=CC=NC=C1)N1CCOCC1